NC1=NC(=C(C=C1C=1C=C2C(=C(NC(C2=CC1F)=O)C)F)C1=CC=C(C=C1)N1CCN(CC1)C(C)C)F 6-(2-amino-6-fluoro-5-(4-(4-isopropylpiperazin-1-yl)phenyl)pyridin-3-yl)-4,7-difluoro-3-methylisoquinolin-1(2H)-one